3-(3-amino-3-carboxypropyl)uridine NC(CCN1C(N([C@H]2[C@H](O)[C@H](O)[C@@H](CO)O2)C=CC1=O)=O)C(=O)O